N-(4-(8-amino-3-cyclopentylimidazo[1,5-a]pyrazin-1-yl)benzyl)-5-fluoro-2-methoxybenzamide NC=1C=2N(C=CN1)C(=NC2C2=CC=C(CNC(C1=C(C=CC(=C1)F)OC)=O)C=C2)C2CCCC2